ClC1=C(C(=O)O)C=C(C(=C1)OC)N1C(NC(CC1)=O)=O 2-Chloro-5-(2,4-dioxo-1,3-diazinan-1-yl)-4-methoxybenzoic acid